N-[[4-(5-amino-4-cyano-1-phenyl-pyrazol-3-yl)phenyl]methyl]-2-methoxy-benzamide NC1=C(C(=NN1C1=CC=CC=C1)C1=CC=C(C=C1)CNC(C1=C(C=CC=C1)OC)=O)C#N